4-bromo-2,3-dimethylpyridine BrC1=C(C(=NC=C1)C)C